1,2-Dibromo-1,1,2,2-tetrachloroethan BrC(C(Cl)(Cl)Br)(Cl)Cl